(S)-1-(4-(3-Isopropyl-2-(8-methoxy-[1,2,4]triazolo[1,5-a]pyridin-6-yl)-1H-indol-5-yl)cyclohexyl)-N,N-dimethylpyrrolidin-3-amin C(C)(C)C1=C(NC2=CC=C(C=C12)C1CCC(CC1)N1C[C@H](CC1)N(C)C)C=1C=C(C=2N(C1)N=CN2)OC